(E)-2-cyano-1-(4-(4-hydroxypiperidin-4-yl)butyl)-3-(pyridin-3-yl)guanidine C(#N)/N=C(\NCCCCC1(CCNCC1)O)/NC=1C=NC=CC1